(2,2-difluoro-1-hydroxyethyl-1-d)benzonitrile FC(C([2H])(O)C1=C(C#N)C=CC=C1)F